C(C)(C)(C)OC(NCC1C(CCC1)N)=O ((2-aminocyclopentyl)methyl)carbamic acid tert-butyl ester